((3-fluoro-5-methoxy-2',2''-dimethyl-3''-(1-methyl-2-oxo-1,2-dihydropyridine-3-carboxamido)-[1,1':3',1''-terphenyl]-4-yl)methyl)glycine FC=1C=C(C=C(C1CNCC(=O)O)OC)C1=C(C(=CC=C1)C1=C(C(=CC=C1)NC(=O)C=1C(N(C=CC1)C)=O)C)C